6-(Cyclopropanecarboxamido)-4-((4-cyclopropyl-2-(N-methylmethanesulfonamido)phenyl)amino)-N-methoxynicotinamide C1(CC1)C(=O)NC1=NC=C(C(=O)NOC)C(=C1)NC1=C(C=C(C=C1)C1CC1)N(S(=O)(=O)C)C